C(CC=C)O[Si](C)(C)C(C)(C)C (but-3-eN-1-yloxy)(tert-butyl)dimethylsilane